Cl.C(C)(=O)OC=1C(C(=O)OCCN(CC)CC)=CC=CC1 diethylaminoethyl acetylsalicylate HCl salt